CC=1C(=C(C=C(C1)C)C(CC(C)SCCCCCCCCCCCC)C1=C(C(=CC(=C1)C)C)O)O 1,1-Bis(3,5-dimethyl-2-hydroxyphenyl)-3-(n-dodecylthio)-butane